n-triacontyl nonyl ketone C(CCCCCCCC)C(=O)CCCCCCCCCCCCCCCCCCCCCCCCCCCCCC